CC1=NC(=NC=C1)NC1CCC(CC1)OC1=C2C=CC=NC2=CC(=N1)N1CCOCC1 methyl-N-((1s,4s)-4-((7-morpholino-1,6-naphthyridin-5-yl)oxy)cyclohexyl)pyrimidin-2-amine